N-ethyl-N'-(4-(3-((4-fluoro-2-methoxybenzyl)oxy)oxetan-3-yl)-2,5-dimethylphenyl)-N-methylformimidamide C(C)N(C=NC1=C(C=C(C(=C1)C)C1(COC1)OCC1=C(C=C(C=C1)F)OC)C)C